potassium persulfate S(=O)(=O)([O-])OOS(=O)(=O)[O-].[K+].[K+]